BrCC(=O)N1CCN(CC1)S(=O)(=O)C1=C(C=CC=C1)F 2-bromo-1-(4-((2-fluorophenyl)sulfonyl)piperazin-1-yl)ethan-1-one